3-methyl-1,1-dioxo-thiolane-3-carboxylic acid CC1(CS(CC1)(=O)=O)C(=O)O